4-(1-(3,5-difluorobenzyl)-3-methyl-1H-indol-6-yl)-3,5-dimethylisoxazole FC=1C=C(CN2C=C(C3=CC=C(C=C23)C=2C(=NOC2C)C)C)C=C(C1)F